Cl.N[C@@H](CC(=O)OCC)C1=C(C(=CC(=C1)C1=C(C=NC=C1C)C)F)F ethyl (3S)-3-amino-3-[5-(3,5-dimethylpyridin-4-yl)-2,3-difluorophenyl]propanoate hydrochloride